FC1=CC=C(C=C1)C(C)C=1C=NC(=NC1)N1CCNCC1 5-(1-(4-fluorophenyl)ethyl)-2-(piperazin-1-yl)pyrimidine